FC(C(N1[C@H]2CC(C[C@@H]1CCC2)=O)=O)(F)C=2C=C(C(=O)NC1=CC(=C(C=C1)F)C)C=CC2F 3-(1,1-difluoro-2-oxo-2-((1R,5S)-3-oxo-9-azabicyclo[3.3.1]nonan-9-yl)ethyl)-4-fluoro-N-(4-fluoro-3-methylphenyl)benzamide